C(C)(C)(C)[Mg]Cl tert.Butyl-magnesium chloride